OC1=C(C(=O)O)C=CC(=C1C)O 2,4-dihydroxy-3-methylbenzoic acid